C(C1=CC=CC=C1)OCC1=NN(C(N1CC)=O)C1=NC(=C(C(=O)OC)C=C1F)C#C Methyl 6-(3-((benzyloxy)methyl)-4-ethyl-5-oxo-4,5-dihydro-1H-1,2,4-triazol-1-yl)-2-ethynyl-5-fluoronicotinate